ethyl 5-ethyl-1,2-thiazole-3-formate C(C)C1=CC(=NS1)C(=O)OCC